(S)-1-(3-Acetyl-8-iodo-5-methoxy-4-oxo-4H-chromen-2-yl)-2-methylpropyl Acetate C(C)(=O)O[C@@H](C(C)C)C=1OC2=C(C=CC(=C2C(C1C(C)=O)=O)OC)I